tert-butyl (2R,4R)-4-[3-(4-bromo-3-methyl-phenoxy)propyl]-2-methyl-piperidine-1-carboxylate BrC1=C(C=C(OCCC[C@H]2C[C@H](N(CC2)C(=O)OC(C)(C)C)C)C=C1)C